FC=1C=CC(=C(C1)C1=NC=CC2=C1CN(C2=O)C2=CC=C(C=C2)C(C)(C)O)OCC(F)(F)F 4-[5-fluoro-2-(2,2,2-trifluoroethoxy)phenyl]-2-[4-(2-hydroxypropan-2-yl)phenyl]-2,3-dihydro-1H-pyrrolo[3,4-c]pyridin-1-one